C(C=C)(=O)OCCC1=C(C=CC=C1)C1=CC=CC=C1 acryloyloxyethyl-m-biphenyl